1-{3-[(5'S,7a'R)-5'-(3,5-difluorophenyl)-3'-oxotetrahydro-1H,3'H-spiro[piperidine-4,2'-pyrrolo-[2,1-b][1,3]oxazole]-1-carbonyl]phenyl}-cyclopropane-1-carbonitrile FC=1C=C(C=C(C1)F)[C@@H]1CC[C@H]2OC3(C(N21)=O)CCN(CC3)C(=O)C=3C=C(C=CC3)C3(CC3)C#N